(E) or (Z)-4-(hydroxyimino)-1,3-dimethyl-9-oxo-4,9-dihydro-1H-naphtho[2,3-d]imidazol-3-ium ON=C1C2=CC=CC=C2C(C=2N(C=[N+](C21)C)C)=O